CN([C@H]1CN(CCC1)C(=O)C1=CC=C(C=C1)N1N=NC(=C1)C=1C(NC2=CC(=CC=C2C1)F)=O)C 3-{1-[4-((R)-3-dimethylamino-piperidine-1-carbonyl)-phenyl]-1H-[1,2,3]triazol-4-yl}-7-fluoro-1H-quinolin-2-one